CN1CCN(CC1)C=1C=CC2=C(NC(=N2)C2=NNC3=CC=C(C=C23)NC(C=C)=O)C1 N-(3-(6-(4-methylpiperazin-1-yl)-1H-benzimidazol-2-yl)-1H-indazol-5-yl)acrylamide